NCC1(CCN(CC1)C=1C(=NC(=C(N1)C)C1=C(C(=CC=C1)Cl)Cl)C(=O)OCC)C#N ethyl 3-(4-(aminomethyl)-4-cyanopiperidin-1-yl)-6-(2,3-dichlorophenyl)-5-methylpyrazine-2-carboxylate